N-(6-amino-5-ethylpyridin-3-yl)-2-((5S)-2-(5-chloro-3-oxo-3,4-dihydrospiro[benzo[b][1,4]oxazine-2,1'-cyclopropan]-7-yl)-5-methylpiperidin-1-yl)-2-oxoacetamide NC1=C(C=C(C=N1)NC(C(=O)N1C(CC[C@@H](C1)C)C=1C=C(C2=C(OC3(CC3)C(N2)=O)C1)Cl)=O)CC